butyl 2-(4-chloro-5-(hydroxymethyl)-1H-pyrrolo[2,3-b]pyridin-1-yl)acetate ClC1=C2C(=NC=C1CO)N(C=C2)CC(=O)OCCCC